N-[3-(4-bromo-7-fluoro-2-methyl-indazol-3-yl)propyl]-N-methyl-carbamic acid tert-butyl ester C(C)(C)(C)OC(N(C)CCCC=1N(N=C2C(=CC=C(C12)Br)F)C)=O